ClC=1C(=CC=C2N=CC(=NC12)C=1C=NN(C1)CCN1CC(CC1)OC)OC1=CC2=C(N=C(N2)C)C=C1 8-chloro-2-[1-[2-(3-methoxypyrrolidin-1-yl)ethyl]pyrazol-4-yl]-7-[(2-methyl-3H-benzimidazol-5-yl)oxy]quinoxaline